POTASSIUM BORON [B].[K]